Dimethyl (2-oxo-6-phenylhex-5-yn-1-yl)phosphonate O=C(CP(OC)(OC)=O)CCC#CC1=CC=CC=C1